(S)-2-phenylbutyric acid chloromethyl ester ClCOC([C@@H](CC)C1=CC=CC=C1)=O